C[Mn](CCl)(C)C trimethylchloromethyl-manganese